COC(=O)C1(CCC2(C(CC3=CC=CC=C23)CCCOC2=C3C(=NC=C2)N(C=C3C)S(=O)(=O)C3=CC=CC=C3)CC1)NC1=CC(=CC=C1)Cl (1r,4r)-2'-(3-{[1-(benzenesulfonyl)-3-methyl-1H-pyrrolo[2,3-b]pyridin-4-yl]oxy}propyl)-4-(3-chloroanilino)-2',3'-dihydrospiro[cyclohexane-1,1'-indene]-4-carboxylic acid methyl ester